ClC=1C=C(C(=NC1)OC1=NC=2N(C=C1)N=C(C2)C(=O)[O-])OCC(F)F.[Li+] lithium 5-((5-chloro-3-(2,2-difluoroethoxy)pyridin-2-yl)oxy)pyrazolo[1,5-a]pyrimidine-2-carboxylate